tert-butyl (S)-4-(4-bromophenyl)-2,2-dimethyloxazolidine-3-carboxylate BrC1=CC=C(C=C1)[C@@H]1N(C(OC1)(C)C)C(=O)OC(C)(C)C